5-((3-fluoro-4-(4-((1-(5-(6-oxo-1,6-dihydropyridazin-3-yl)-3-(trifluoromethyl)pyridin-2-yl)piperidin-4-yl)methyl)piperazin-1-yl)phenyl)amino)-1,2,4-triazine-6-carboxamide FC=1C=C(C=CC1N1CCN(CC1)CC1CCN(CC1)C1=NC=C(C=C1C(F)(F)F)C1=NNC(C=C1)=O)NC=1N=CN=NC1C(=O)N